Methyl (1S,2R,4S)-4-azido-2-{[(benzyloxy)carbonyl]amino}cyclohexanecarboxylate N(=[N+]=[N-])[C@@H]1C[C@H]([C@H](CC1)C(=O)OC)NC(=O)OCC1=CC=CC=C1